N1C(=NC=C1)S 2-imidazole-thiol